2-(1-methyl-1-ethylbutyl)-5-methylphenol CC(CCC)(CC)C1=C(C=C(C=C1)C)O